C(C)(C)(C)C(C[C@H](N)C(=O)O)C(=O)O gamma-t-butyl-L-glutamic acid